O=C1NC(CCC1OC=1C=CC(=C(C1)S(=O)(=O)F)C1CCNCC1)=O 5-((2,6-dioxopiperidin-3-yl)oxy)-2-(piperidin-4-yl)benzenesulfonyl fluoride